CC1(C=2C=CC=CC2C=2C3=CC=CC=C3C=3C=CC=CC3C21)C 13,13-dimethyl-13H-indeno[1,2-l]phenanthrene